O[C@H](CCO)\C=C\CCCCCCCCCCCCC (1R,2R,3E)-2-hydroxy-1-(hydroxymethyl)heptadec-3-en